C(CCCCC)OC=1C(=CC2=C(C3=CC=CN=C3C=3C=C(C(=CC23)OCCCCCC)OCCCCCC)C1)OCCCCCC 6,7,10,11-tetra(hexyloxy)azabenzophenanthrene